C1=NC=C(C2=CC=CC=C12)N1C(N(C[C@H]1C#N)C=1C(=NC=C(C1)C(F)(F)F)C)=O (S)-3-(isoquinolin-4-yl)-1-(2-methyl-5-(trifluoromethyl)pyridin-3-yl)-2-oxoimidazolidine-4-carbonitrile